[Ni].[Cr].[Fe].C(C)(C)C1N(CCN(C1)C)CC1=CC(=C2CNC(C2=C1)=O)C(F)(F)F 6-((2-isopropyl-4-methylpiperazin-1-yl)methyl)-4-(trifluoromethyl)isoindolin-1-one iron-chromium Nickel